FC1=C(C(=C(C=C1OC)OC)F)N1C(N(C2=C(C1)C=NC1=C2C=NN1)C)=O 3-(2,6-difluoro-3,5-dimethoxyphenyl)-1-methyl-1,3,4,7-tetrahydro-2H-pyrazolo[4',3':5,6]pyrido[4,3-d]pyrimidin-2-one